(S)-8-(2,4-Dichlorophenyl)-9-(4-(pyrrolidin-3-yloxy)phenyl)-6,7-dihydro-5H-benzo[7]annulen-3-yl pivalate C(C(C)(C)C)(=O)OC1=CC2=C(C(=C(CCC2)C2=C(C=C(C=C2)Cl)Cl)C2=CC=C(C=C2)O[C@@H]2CNCC2)C=C1